4-(2-(4-benzoylphenyl)-1,3-dioxoisoindolin-5-carbonyl)-2-((benzoylphenyl)carbamoyl)Benzoic acid C(C1=CC=CC=C1)(=O)C1=CC=C(C=C1)N1C(C2=CC=C(C=C2C1=O)C(=O)C1=CC(=C(C(=O)O)C=C1)C(NC1=C(C=CC=C1)C(C1=CC=CC=C1)=O)=O)=O